[Br-].C1(=CC=CC=C1)[P+](C)(C1=CC=CC=C1)C1=CC=CC=C1 triphenyl-monomethyl-phosphonium bromide